N1(CCC1)C1=CC(N(C(=C1)C)C)=O 4-(azetidin-1-yl)-1,6-dimethylpyridin-2(1H)-one